C(C)(CCCCCCCCCCC)O secondary tridecyl alcohol